FC(OC1=CC=CC=2C(N[C@H]3C=4N([C@@H](C21)C3)C3=C(N4)C=C(C(=C3)C=3C(=NC(=NC3C)C(C)(C)O)C)F)=O)F (7R,14R)-1-(difluoromethoxy)-10-fluoro-11-[2-(2-hydroxypropan-2-yl)-4,6-dimethylpyrimidin-5-yl]-6,7-dihydro-7,14-methanobenzimidazo[1,2-b][2,5]benzodiazocin-5(14H)-one